1-(7-Methoxyquinolin-4-yl)-3-[6-(trifluoromethyl)pyridin-2-yl]urea COC1=CC=C2C(=CC=NC2=C1)NC(=O)NC1=NC(=CC=C1)C(F)(F)F